C(C1=CC=CC=C1)OC1=CC(=CC=2N(C(=NC21)CCl)C[C@H]2OCC2)C(=O)OC methyl (S)-4-(benzyloxy)-2-(chloromethyl)-1-((oxetan-2-yl) methyl)-1H-benzo[d]imidazole-6-carboxylate